Cl(=O)ON.[As] arsenic amino chlorite